3-(3-amino-4-hydroxyphenyl)propionic acid NC=1C=C(C=CC1O)CCC(=O)O